C(C)OC1=CC=C(C=C1)N1N=C(N=C1)C1=CC(=C(N)C=C1)F 4-(1-(4-ethoxyphenyl)-1H-1,2,4-triazol-3-yl)-2-fluoroaniline